5-(N-(2-((2-chloro-N-(furan-2-ylmethyl)benzoylamino)methyl)-4-(dimethylamino)phenyl)-N-ethylsulfamoyl)-3-methylbenzofuran-2-carboxylic acid ethyl ester C(C)OC(=O)C=1OC2=C(C1C)C=C(C=C2)S(N(CC)C2=C(C=C(C=C2)N(C)C)CN(CC=2OC=CC2)C(C2=C(C=CC=C2)Cl)=O)(=O)=O